3-(tert-butoxycarbonyl)-2,2-dimethyl-oxazolidine-4-carboxylic acid C(C)(C)(C)OC(=O)N1C(OCC1C(=O)O)(C)C